7-(((6aR,8R)-6a-(difluoromethyl)-2-(3-fluoro-2-hydroxyphenyl)-5,6,6a,7,8,9-hexahydropyrrolo[1',2':4,5]pyrazino[2,3-c]pyridazin-8-yl)oxy)-1,8-naphthyridine-3-carbaldehyde FC([C@]12N(C=3C(=NN=C(C3)C3=C(C(=CC=C3)F)O)NC1)C[C@@H](C2)OC2=CC=C1C=C(C=NC1=N2)C=O)F